C[N+](CC=C)(CC=C)C.C[NH+](C)C trimethyl-ammonium, dimethyl-diallylammonium salt